N-(4-(4-(2-cyanoacetamido)-2-methylphenyl)-1H-pyrrolo[2,3-b]pyridin-6-yl)cyclopropylcarboxamide C(#N)CC(=O)NC1=CC(=C(C=C1)C1=C2C(=NC(=C1)NC(=O)C1CC1)NC=C2)C